FC=1C=CC(=NC1)CC=1C(=NC=C(C1)C1CCN(CC1)C)NCC1=CC=C(C=C1)OCC(C)C 3-[(5-fluoropyridin-2-yl)methyl]-N-(4-isobutoxybenzyl)-5-(1-methylpiperidin-4-yl)pyridin-2-amine